BrC1=CC=C(C=C1)C1=C(C=C2C(=N1)C1(C(O2)C(CC1O)C1=CC=CC=C1)O)Cl (4-bromophenyl)-3-chloro-6-phenyl-5a,6,7,8-tetrahydro-8aH-cyclopenta[4,5]furo[3,2-b]pyridine-8,8a-diol